O=C(CO\N=C\C(C)C1=C2C=NN(C(C2=CC=C1)=O)COCC[Si](C)(C)C)N1CCN(CC1)C1=NC=C(C=N1)C(F)(F)F (E)-2-(1-oxo-2-((2-(trimethylsilyl)ethoxy)methyl)-1,2-dihydrophthalazin-5-yl)propanal-O-(2-oxo-2-(4-(5-(trifluoromethyl)pyrimidin-2-yl)piperazin-1-yl)ethyl) oxime